glycine ammonium salt [NH4+].NCC(=O)[O-]